ethyl 6-(1-methyl-1H-pyrazol-4-yl)pyrazolo[1,5-a]pyrazine-3-carboxylate CN1N=CC(=C1)C=1N=CC=2N(C1)N=CC2C(=O)OCC